CC=1C=C2C(C=C(OC2=C(C1)C(C)NC1=C(C(=O)O)C=CC=C1)N1CC2(C1)CC(C2)C(F)(F)F)=O 2-[1-[6-Methyl-4-oxo-2-[6-(trifluoromethyl)-2-azaspiro[3.3]heptan-2-yl]chromen-8-yl]ethylamino]benzoic acid